C1(CCCCC1)NCCC[Si](OC)(OC)OC Cyclohexylaminopropyl-trimethoxysilane